ClC=1C=C2C(C(=C(OC2=CC1)C(=O)NCCCN(C)C)C(C1=CN=CC(=C1)OC)=O)=O 6-Chloro-N-(3-(dimethylamino)propyl)-3-(5-methoxynicotinoyl)-4-oxo-4H-chromene-2-carboxamide